FC1=C(C=CC(=C1)F)N1C=C(C=2C1=NC=C(C2)C=2C(=NOC2C)C)C2=C(C(=C(C(=O)O)C(=C2OCC)F)F)OCC 4-(1-(2,4-difluorophenyl)-5-(3,5-dimethylisoxazol-4-yl)-1H-pyrrolo[2,3-b]pyridin-3-yl)-3,5-diethoxy-2,6-difluorobenzoic acid